3-((4-(heptyloxy)phenyl)sulfonyl)-4-(4-(1-methylpiperidin-4-yl)piperazin-1-yl)-6-(methylthio)quinoline C(CCCCCC)OC1=CC=C(C=C1)S(=O)(=O)C=1C=NC2=CC=C(C=C2C1N1CCN(CC1)C1CCN(CC1)C)SC